o-vinyl-benzaldehyde C(=C)C1=C(C=O)C=CC=C1